C[Si](O[Si](C1=CC=C(C=C)C=C1)(O[Si](C)(C)C)O[Si](C)(C)C)(C)C 4-[Tris(trimethylsiloxy)silyl]styrene